4-amino-7-cyclopropyl-1-(3-(fluoromethyl)-2-methylphenyl)pyrido[2,3-d]pyrimidin-2(1H)-one NC=1C2=C(N(C(N1)=O)C1=C(C(=CC=C1)CF)C)N=C(C=C2)C2CC2